N,N,N-tributylbutan-1-aminium hexafluorophosphate F[P-](F)(F)(F)(F)F.C(CCC)[N+](CCCC)(CCCC)CCCC